BrC=1N=C2SC3=C(N2C1)C=C(C(=C3)C(=O)NC3CCN(CC3)C)OC 2-bromo-6-methoxy-N-(1-methylpiperidin-4-yl)benzo[d]imidazo[2,1-b]thiazole-7-carboxamide